BrC1=CC=C(C=C1)C1=CC=C(N=N1)C(=O)O 6-(4-bromophenyl)pyridazine-3-carboxylic acid